FC1=C(C=CC(=C1)I)NS(=O)(=O)C1=CNC2=NC=C(C=C21)I N-(2-fluoro-4-iodophenyl)-5-iodo-1H-pyrrolo[2,3-b]pyridine-3-sulfonamide